ClC=1C=C(C=CC2=NC=3N(C(N(C)C(C3N2C)=O)=O)C)C=CC1 8-(m-chlorostyryl)caffeine